C1(=CC=CC=C1)SC1=CC=C(C=C1)C1(C(=O)ON=C(C)C(CCCCC)=O)CC=CC=C1 octanedione-1-[4-(phenylthio)phenyl]-2-(O-benzoyloxime)